N1=CC=CC2=CC(=CC=C12)CCC=O 3-(Quinolin-6-yl)propanal